C(#C)C=1C=C(C=CC1)NC(=O)C1CNCCC1 N-(3-ethynylphenyl)piperidine-3-carboxamide